N=1C=CN2C1C=CC(=C2)C2=CNC=1N=C(N=C(C12)OC)NC1CCC(CC1)C(=O)N1CCCC1 ((1s,4s)-4-((5-(imidazo[1,2-a]pyridin-6-yl)-4-methoxy-7H-pyrrolo[2,3-d]pyrimidin-2-yl)amino)cyclohexyl)(pyrrolidin-1-yl)methanone